(1S,9S)-9-ethyl-5-fluoro-9-hydroxy-1-((2-hydroxyethyl)amino)-4-methyl-1,2,3,9,12,15-hexahydro-10H,13H-benzo[de]pyrano[3',4':6,7]indolizino[1,2-b]quinoline-10,13-dione C(C)[C@]1(C(OCC=2C(N3CC=4C(=NC=5C=C(C(=C6C5C4[C@H](CC6)NCCO)C)F)C3=CC21)=O)=O)O